N1=CC=C(C=C1)C=1N=NC(=CN1)C1=CC=NC=C1 3,6-di(pyridin-4-yl)-1,2,4-triazine